NC=1C=CC2=C(C(C(C=3C(=NN(C23)C2=CC=CC=C2)OC)=O)=O)C1 7-Amino-3-methoxy-1-phenyl-1H-benzo[g]indazol-4,5-dion